ClC1=C2C=C(N(C2=CC=C1Cl)C)C(=O)NC1(COCC1)C1=CC=C(C=C1)C(C(=O)O)CCC (±)-2-{4-[3-(4,5-dichloro-1-methyl-1H-indole-2-amido)oxolan-3-yl]phenyl}pentanoic acid